5-(4-amino-2-{4-[(2-fluoroacrylamido)]phenyl}-1-methyl-7-[3-(methylamino)prop-1-ynyl]pyrrolo[3,2-c]pyridin-3-yl)-3-chloro-N-(2,2,2-trifluoroethyl)pyridine-2-carboxamide NC1=NC=C(C2=C1C(=C(N2C)C2=CC=C(C=C2)NC(C(=C)F)=O)C=2C=C(C(=NC2)C(=O)NCC(F)(F)F)Cl)C#CCNC